IC1=CC(=CC=C1)CCl 1-iodo-3-(chloromethyl)benzene